ClC1=CC=C(C=C1)C=1C=C(C(N(N1)C=1C=NC=CC1)=O)C(=O)O 6-(4-chlorophenyl)-3-oxo-2-(pyridin-3-yl)-2,3-dihydropyridazine-4-carboxylic acid